2-amino-6-(2,3-dihydro-1,4-benzodioxine-6-yl)benzonitrile NC1=C(C#N)C(=CC=C1)C1=CC2=C(OCCO2)C=C1